N-(2-([3,3'-bipiperidin]-1-yl)-6-methylpyrimidin-4-yl)-1H-indazol-5-amine N1(CC(CCC1)C1CNCCC1)C1=NC(=CC(=N1)NC=1C=C2C=NNC2=CC1)C